(E)-4-(2-(1-ethyl-3-(trifluoromethyl)-1H-pyrazol-4-yl)phenyl)-6-(4,4,4-trifluoro-3-methylbut-2-enoyl)-4,5,6,7-tetrahydrothieno[2,3-c]pyridine-2-carbonitrile C(C)N1N=C(C(=C1)C1=C(C=CC=C1)C1C2=C(CN(C1)C(\C=C(\C(F)(F)F)/C)=O)SC(=C2)C#N)C(F)(F)F